CCCCCCCCCCCCCCCCCCNC(=O)C=C N-octadecylacrylamide